NC=1C(=NN(C1C(=O)OCC)C1=CC=C(C=C1)CNC(C1=C(C=CC(=C1)F)OC)=O)C1CCC(CC1)=O ethyl 4-amino-1-(4-((5-fluoro-2-methoxybenzamido)methyl)phenyl)-3-(4-oxocyclohexyl)-1H-pyrazole-5-carboxylate